(5s,8s)-N-(4-chloro-3-fluorobenzyl)-5-fluoro-8-hydroxy-5,6,7,8-tetrahydroquinoline-5-carboxamide ClC1=C(C=C(CNC(=O)[C@]2(C=3C=CC=NC3[C@H](CC2)O)F)C=C1)F